C1(CCC1)N1CCN(CC1)C1=CC=C(C=C1)C=1C=C(C2=C(N(C(=N2)C2=CC=C(C=C2)S(=O)(=O)C)C)C1)C 6-(4-(4-Cyclobutylpiperazin-1-yl)phenyl)-1,4-dimethyl-2-(4-(methylsulfonyl)phenyl)-1H-benzo[d]imidazol